1-(3,4-Dichlorophenyl)-4-[(5-nitrofuran-2-yl)methyl]piperazine ClC=1C=C(C=CC1Cl)N1CCN(CC1)CC=1OC(=CC1)[N+](=O)[O-]